P(O)(N)OC[C@@H]1[C@H](C[C@@H](O1)N1C(=O)NC(=O)C=C1)O 2'-deoxyuridine phosphoramidite